(3S,5R)-5-methylpiperidin C[C@@H]1CCCNC1